FC(C1=NC(=NC(=N1)C(F)F)N1[C@H](C=2NC3=CC=C(C=C3C2CC1)Cl)CC1COCOC1)F (1S)-2-[4,6-bis(difluoromethyl)-1,3,5-triazin-2-yl]-6-chloro-1-[(1,3-dioxan-5-yl)methyl]-2,3,4,9-tetrahydro-1H-pyrido[3,4-b]indole